2,2'-((3-aminopropyl)azetidinediyl)bis(ethan-1-ol) NCCCC1(N(CC1)CCO)CCO